FC1=C(C(=CC=C1)F)C1(CC1)N 1-(2,6-difluorophenyl)cyclopropane-1-amine